C(C)(C)(C)OC(=O)N1C(CN(CC1)C1=NC=C(C=C1)Br)(C)C.ClC1=CC=C(S1)CN(C1=CC(=C(C=C1)NC(CC1=CC=CC=C1)=O)C)C N-{4-[(5-Chloro-thiophen-2-ylmethyl)-(methyl)amino]-2-methyl-phenyl}-2-phenyl-acetamide tert-butyl-4-(5-bromopyridin-2-yl)-2,2-dimethylpiperazine-1-carboxylate